(1R)-1-[3-(difluoromethyl)-2-fluoro-5-nitro-phenyl]ethanamine FC(C=1C(=C(C=C(C1)[N+](=O)[O-])[C@@H](C)N)F)F